ClC=1C=C(C=C(C1)Cl)N(C1=CC=CC=C1)C1=CC=CC=C1 (3,5-dichlorophenyl)-diphenylamine